OC=1C=CC=C2C=CC(=NC12)CC=CC(=O)O 8-hydroxyquinaldine-acrylic acid